C1(CC1)C1=C(C(=NO1)C1=C(C=CC=C1Cl)Cl)CO[C@H]1[C@@H]2CN([C@H](C1)C2)C2=C(C=C(C=C2)C=2N=NNN2)F (1S,4S,5R)-5-[[5-cyclopropyl-3-(2,6-dichlorophenyl)-1,2-oxazol-4-yl]methoxy]-2-[2-fluoro-4-(2H-1,2,3,4-tetrazol-5-yl)phenyl]-2-azabicyclo[2.2.1]heptane